N-((2R,3S)-1-(1,5-dimethyl-1H-imidazol-2-yl)-2-((((CIS)-4-phenylcyclohexyl)oxy)methyl)pyrrolidin-3-yl)methanesulfonamide CN1C(=NC=C1C)N1[C@H]([C@H](CC1)NS(=O)(=O)C)CO[C@@H]1CC[C@@H](CC1)C1=CC=CC=C1